[Ru].[Ti] titanium-ruthenium